[6-[(2R,3S,4S,5R)-2-[[1-(difluoromethyl)-3-methyl-pyrazol-4-yl]carbamoyl]-4,5-dimethyl-5-(trifluoromethyl)tetrahydrofuran-3-yl]-2,3-difluoro-phenyl] trifluoromethanesulfonate FC(S(=O)(=O)OC1=C(C(=CC=C1[C@H]1[C@@H](O[C@]([C@H]1C)(C(F)(F)F)C)C(NC=1C(=NN(C1)C(F)F)C)=O)F)F)(F)F